silanetriolate-d [Si]([O-])([O-])([O-])[2H]